(1r,5s,6r)-N-ethyl-N-methyl-3-(2-(3-methyl-1,2,4-oxadiazol-5-yl)-2-azabicyclo[2.2.2]oct-5-yl)-3-azabicyclo[3.1.0]hexane-6-carboxamide C(C)N(C(=O)C1[C@H]2CN(C[C@@H]12)C1C2CN(C(C1)CC2)C2=NC(=NO2)C)C